NCCCN[C@@H](CCCN)C(=O)O 3-aminoprop-1-yl-(ornithine)